CC1(CC1)NC(O[C@H]1CO[C@@H](C1)C=1C=NC(=NC1)N)=O |r| rac-(3R,5S)-5-(2-aminopyrimidin-5-yl)oxolan-3-yl N-(1-methylcyclopropyl)carbamate